4-methyl-6-(2-((5-methyl-2-(4-(trifluoromethoxy)phenyl)-1H-imidazol-1-yl)methyl)phenoxy)hex-4-enoic acid CC(CCC(=O)O)=CCOC1=C(C=CC=C1)CN1C(=NC=C1C)C1=CC=C(C=C1)OC(F)(F)F